2-(6,7-dihydro-5H-pyrrolo[1,2-c]imidazol-1-yl)-2-(6-(4-(4-(4-(2,6-dioxopiperidin-3-yl)-3-fluorobenzyl)piperazin-1-yl)phenyl)-4-fluoro-1-oxoisoindolin-2-yl)-N-(thiazol-2-yl)acetamide C1(=C2N(C=N1)CCC2)C(C(=O)NC=2SC=CN2)N2C(C1=CC(=CC(=C1C2)F)C2=CC=C(C=C2)N2CCN(CC2)CC2=CC(=C(C=C2)C2C(NC(CC2)=O)=O)F)=O